benzo-pyrrolidine N1CCC2=C1C=CC=C2